NC1=C(C=C(C=N1)C1=CC=C(C=C1)C(=O)N1CC(NC(C1)C)C)OC(C)C1=C(C=CC=C1)C(F)(F)F (4-{6-amino-5-[1-(2-trifluoromethyl-phenyl)-ethoxy]-pyridin-3-yl}-phenyl)-(3,5-dimethyl-piperazin-1-yl)-methanone